tert-Butyl N-[[2-[4-cyano-2-(2-methyl-5-morpholin-4-ylpyrazole-3-carbonyl)phenyl]pyrimidin-5-yl]methyl]-N-[(2-methylpropan-2-yl)oxycarbonyl]carbamate C(#N)C1=CC(=C(C=C1)C1=NC=C(C=N1)CN(C(OC(C)(C)C)=O)C(=O)OC(C)(C)C)C(=O)C=1N(N=C(C1)N1CCOCC1)C